5-bromo-3-iodo-1-(tetrahydrofuran-3-yl)-1H-indole BrC=1C=C2C(=CN(C2=CC1)C1COCC1)I